COC1=CC=C(C(=N1)C(F)(F)F)C1CCCC1O 6-methoxy-5-(trifluoromethyl-pyridin-3-yl)cyclopentan-1-ol